C(C)(C)(C)OC(=O)N[C@H](C(=O)O)C (S)-2-(tert-butoxycarbonylamino)propionic acid